[Co].IC=1C(=C(C(=NC1C=1OC=C(N1)C(C)C)C=1OC=C(N1)C(C)C)I)CC(C)=O diiodo[2,6-bis[4-(R)-isopropyl-2-oxazolyl]-4-acetylmethylpyridine] cobalt